N,N'-di-[4-(p-propylbenzenesulfonyloxy)phenyl]urea C(CC)C1=CC=C(C=C1)S(=O)(=O)OC1=CC=C(C=C1)NC(=O)NC1=CC=C(C=C1)OS(=O)(=O)C1=CC=C(C=C1)CCC